BrC=1C=C(C=CC1Br)NC(=O)N[C@@H](C)C=1N(N=CN1)C1=NC=CC=N1 1-(3,4-dibromophenyl)-3-[(1S)-1-(2-pyrimidin-2-yl-1,2,4-triazol-3-yl)ethyl]urea